C(C)(C)N1CC(C(C(C1)=CC1=C(C=CC=C1)Br)=O)=CC1=C(C=CC=C1)Br 1-Isopropyl-3,5-bis(2-bromobenzylidene)piperidin-4-one